ClC1=CC(=C(C(=O)O)C=C1NC(=O)C1=CN=C(S1)NC(=O)OC(C)(C)C)F 4-chloro-2-fluoro-5-[[2-[(2-methylpropan-2-yl)oxycarbonylamino]-1,3-thiazole-5-carbonyl]amino]benzoic acid